N(=C=O)CCC1C(CCCC1)CCN=C=O 1,2-bis(isocyanatoethyl)cyclohexane